C1(CC1)C=1C=C(C=NC1)NCC=1C=C(C(=O)N[C@H]([C@H](C2=CC=CC=C2)O)CO)C=CC1C 3-{[(5-Cyclopropylpyridin-3-yl)amino]methyl}-N-[(1S,2S)-1,3-dihydroxy-1-phenylpropan-2-yl]-4-methylbenzamide